methyl 3-(3-chlorophenyl)-3-cyanopropanoate ClC=1C=C(C=CC1)C(CC(=O)OC)C#N